FC=1C(=C(C=CC1)OC)C=1C=2N(C=C(N1)C(=O)N)C=CN2 8-(3-fluoro-1-methoxybenzene-2-yl)imidazo[1,2-a]pyrazine-6-carboxamide